4-((S)-2-((S)-2-amino-3-methylbutanamido)-5-ureidopentanamido)benzyl((1-((3-(2-amino-3-pentylquinolin-7-yl)phenyl)sulfonyl)azetidin-3-yl)methyl)carbamate N[C@H](C(=O)N[C@H](C(=O)NC1=CC=C(CN(C([O-])=O)CC2CN(C2)S(=O)(=O)C2=CC(=CC=C2)C2=CC=C3C=C(C(=NC3=C2)N)CCCCC)C=C1)CCCNC(=O)N)C(C)C